(5R)-5-methyl-2,2-dioxo-oxathiazolidine-3-carboxylic acid tert-butyl ester C(C)(C)(C)OC(=O)N1S(O[C@@H](C1)C)(=O)=O